4-chloro-N-[(1S,2R)-2-(6-fluoro-2,3-dimethylphenyl)-1-(5-oxo-4H-1,3,4-oxadiazol-2-yl)propyl]-2-(methylamino)-3-(piperidin-1-ylmethyl)benzenesulfonamide ClC1=C(C(=C(C=C1)S(=O)(=O)N[C@@H]([C@H](C)C1=C(C(=CC=C1F)C)C)C=1OC(NN1)=O)NC)CN1CCCCC1